(E)-N-(5-((R)-3-((5-chloro-4-methoxypyrimidin-2-yl)amino)pyrrolidine-1-carbonyl)pyridin-2-yl)-4-((R)-3-fluoropyrrolidin-1-yl)but-2-enamide ClC=1C(=NC(=NC1)N[C@H]1CN(CC1)C(=O)C=1C=CC(=NC1)NC(\C=C\CN1C[C@@H](CC1)F)=O)OC